tert-butyl (E)-3,6-dihydro-2H-pyridine-1-carboxylate N1(CCC=CC1)C(=O)OC(C)(C)C